CN1C2=C(C(=C(C1=O)C=1C=3N(C(=CC1)CCC(=O)O)C=CN3)C(F)(F)F)CCC2 3-(8-(1-methyl-2-oxo-4-(trifluoromethyl)-2,5,6,7-tetrahydro-1H-cyclopenta[b]pyridin-3-yl)imidazo[1,2-a]pyridin-5-yl)propionic acid